(2S,4R)-N-((4-carbamimidoylthiophen-2-yl)methyl)-4-((S)-S-methylsulfonimidoyl)-1-((4-phenoxybenzoyl)glycyl)pyrrolidine-2-carboxamide C(N)(=N)C=1C=C(SC1)CNC(=O)[C@H]1N(C[C@@H](C1)[S@](=O)(=N)C)C(CNC(C1=CC=C(C=C1)OC1=CC=CC=C1)=O)=O